1-([biphenyl]-2-yl)-6-chloro-7-(2-fluoro-6-hydroxyphenyl)-4-((2S)-2-methyl-4-(2-propenoyl)-1-piperazinyl)pyrido[2,3-d]pyrimidin-2(1H)-one C1(=C(C=CC=C1)N1C(N=C(C2=C1N=C(C(=C2)Cl)C2=C(C=CC=C2O)F)N2[C@H](CN(CC2)C(C=C)=O)C)=O)C2=CC=CC=C2